ClC=1C=C(C=CC1OC[C@H]1COCCC1)CC1CN(CCO1)C(=O)OC(C)(C)C |r| tert-butyl 2-[[3-chloro-4-[[rac-(3R)-tetrahydropyran-3-yl]methoxy]phenyl]methyl]morpholine-4-carboxylate